CC1=CC=C2C(=C(NC2=C1)C=1C=C(C=CC1)B(O)O)C(C[N+](=O)[O-])C=1SC=CC1 (3-(6-methyl-3-(2-nitro-1-(thiophen-2-yl)ethyl)-1H-indol-2-yl)phenyl)boronic acid